C(C=C)(=O)N1[C@H](CN(CC1)C=1C2=C(N=C(N1)OC[C@H]1N(CCC1)C([2H])([2H])[2H])CN(CC2)C2=CN=CC1=CC=CC(=C21)C)CC#N 2-((S)-1-acryloyl-4-(2-(((S)-1-(methyl-d3)pyrrolidin-2-yl)methoxy)-7-(5-methylisoquinolin-4-yl)-5,6,7,8-tetrahydropyrido[3,4-d]pyrimidin-4-yl)piperazin-2-yl)acetonitrile